ClC1=C(C=C(C=C1)N1CCC(CC1)N(CCCC1CCN(CC1)C(=O)[O-])C)N1C(NC(CC1)=O)=O 4-(3-((1-(4-chloro-3-(2,4-dioxotetrahydropyrimidine-1(2H)-yl)phenyl)piperidin-4-yl)(methyl)amino)propyl)piperidine-1-carboxylate